C(N)(=O)C=1N(N=C2C1NCC[C@H]2N2[C@H](CN(CC2)C(=O)OC(C)(C)C)C)C2=CC=C(C=C2)OC2=CC=CC=C2 tert-butyl (3S)-4-[(7R)-3-carbamoyl-2-(4-phenoxyphenyl)-4,5,6,7-tetrahydro-2H-pyrazolo[4,3-b]pyridin-7-yl]-3-methylpiperazine-1-carboxylate